C1(=CC(=CC=C1)N1C(CCCC1=O)=O)C (m-tolyl)piperidine-2,6-dione